N-bromoacetyl-aniline (S)-tert-Butyl-2-vinylpyrrolidine-1-carboxylate C(C)(C)(C)OC(=O)N1[C@@H](CCC1)C=C.BrCC(=O)NC1=CC=CC=C1